N1=NC=C(C2=CC(=CC=C12)N)N Cinnoline-4,6-diamine